2-(3-ethynylphenyl)-4-methyl-8-(pyrrolidine-1-sulfonyl)-1H,2H,3H-pyrrolo[3,4-c]quinoline-1,3-dione C(#C)C=1C=C(C=CC1)N1C(C=2C(=NC=3C=CC(=CC3C2C1=O)S(=O)(=O)N1CCCC1)C)=O